6-Bromo-5-fluoro-2-methoxypyridin-3-amine BrC1=C(C=C(C(=N1)OC)N)F